INDOLIUM [NH2+]1C=CC2=CC=CC=C12